C(C)OC1=CC(=NC=C1C#N)CN1C(C2=CC(=CC(=C2CC1)C=1C(=NN(C1)S(=O)(=O)C)C)CN1C(=NC=C1)C)=O 4-ethoxy-6-((5-(3-methyl-1-(methylsulfonyl)-1H-pyrazol-4-yl)-7-((2-methyl-1H-imidazol-1-yl)methyl)-1-oxo-3,4-dihydroisoquinolin-2(1H)-yl)methyl)nicotinonitrile